C(C)(=O)N1S(C2=C(C=C(C=C2)OC(F)F)C12C(N(C(C2)=O)C)=O)(=O)=O 2-acetyl-5-difluoromethoxy-1'-methyl-2H-spiro[benzo[d]isothiazole-3,3'-pyrrolidine]-2',5'-dione 1,1-dioxide